(4R)-4-[3-Oxo-3-[6-[[6-(trifluoro-methyl)-3-pyridyl]methyl]-2-azaspiro[3.4]octan-2-yl]propyl]oxazolidin-2-one O=C(CC[C@H]1NC(OC1)=O)N1CC2(C1)CC(CC2)CC=2C=NC(=CC2)C(F)(F)F